The molecule is an organofluorine compound that is bisphenol A with its methyl hydrogens replaced by fluorines. It has a role as a metabolite. It is an organofluorine compound and a bisphenol. It derives from a bisphenol A. C1=CC(=CC=C1C(C2=CC=C(C=C2)O)(C(F)(F)F)C(F)(F)F)O